7-fluoro-4-[8-fluoro-2-{[(2R,7aS)-2-fluorotetrahydro-1H-pyrrolizin-7a(5H)-yl]methoxy}-4-(piperidin-1-yl)pyrido[4,3-d]pyrimidin-7-yl]-1,3-benzothiazol-2-amine FC1=CC=C(C=2N=C(SC21)N)C2=C(C=1N=C(N=C(C1C=N2)N2CCCCC2)OC[C@]21CCCN1C[C@@H](C2)F)F